N1=NC(=CC=C1)NC(=O)C1CC12CCN(CC2)C(=O)OC(C)(C)C tert-butyl 1-(pyridazin-3-ylcarbamoyl)-6-azaspiro[2.5]octane-6-carboxylate